2-fluoro-3-nitro-benzaldehyde FC1=C(C=O)C=CC=C1[N+](=O)[O-]